8-(trifluoromethyl)quinoline-5-carboxylic acid FC(C1=CC=C(C=2C=CC=NC12)C(=O)O)(F)F